BrC1=CC(=C(C=C1)C(C1=CC=C(CCC2CCN(CC2)C(=O)OC(C)(C)C)C=C1)O)Cl tert-butyl 4-(4-((4-bromo-2-chlorophenyl) (hydroxy)methyl)phenethyl)piperidine-1-carboxylate